BrC=1C(=C(C=CC1)C=1OC2=C(N1)C=C(C(=C2)O)C=O)C 2-(3-bromo-2-methylphenyl)-6-hydroxybenzo[d]oxazole-5-carbaldehyde